C(C1=CC=CC=C1)C1CCN(CC1)CC=1NC(=NN1)C1=CNC2=CC=CC=C12 3-(5-((4-benzylpiperidin-1-yl)methyl)-4H-1,2,4-triazol-3-yl)-1H-indole